COC(C(CC1=CC(=CC=C1)Br)NC(=O)OC(Cl)(Cl)Cl)=O 3-(3-bromophenyl)-2-(((trichloromethoxy)carbonyl)amino)propanoic acid methyl ester